CC=1C=C(C=CC1N)C1=CC(=C(C=C1)N)C 3,3'-Dimethylbiphenyl-4,4'-diamin